(S)-N-(1-cyanocyclopropyl)-4-methyl-2-(((S)-2,2,2-trifluoro-1-(8-formyldibenzo[b,d]furan-3-yl)ethyl)amino)pentanamide Methyl-(S)-4-(2-(2-chlorophenyl)pyrrolidin-1-yl)benzoate COC(C1=CC=C(C=C1)N1[C@@H](CCC1)C1=C(C=CC=C1)Cl)=O.C(#N)C1(CC1)NC([C@H](CC(C)C)N[C@H](C(F)(F)F)C=1C=CC2=C(OC3=C2C=C(C=C3)C=O)C1)=O